3-methyl-4,5-dihydroisoxazole CC1=NOCC1